α-[[(1-Methyl-4-piperidinyl)amino]methyl]benzenemethanol CN1CCC(CC1)NCC(O)C1=CC=CC=C1